ON=C1C=C(C(C2=CC=CC=C12)=O)N[C@@H](C(=O)NC1=CC=C(C=C1)Cl)CC1=CC=CC=C1 (R)-2-((4-(hydroxyimino)-1-oxo-1,4-dihydronaphthalen-2-yl)amino)-3-phenyl-N-(4-chlorophenyl)-propionamide